C(C)OP(OCC)(=O)\C=C(/C1CC1)\C1=CC(=CC=C1)OCC1=CC=CC=C1.BrC=CC1=CC=CC=C1 (2-bromovinyl)Benzene (E)-diethyl-(2-(3-(benzyloxy)phenyl)-2-cyclopropylvinyl)phosphonate